benzyl ((1S)-cyclohexyl(6-(((5R)-2-oxo-5-(trifluoromethyl)piperidin-3-yl)methyl)imidazo[1,2-b]pyridazin-2-yl)methyl)carbamate C1(CCCCC1)[C@@H](C=1N=C2N(N=C(C=C2)CC2C(NC[C@@H](C2)C(F)(F)F)=O)C1)NC(OCC1=CC=CC=C1)=O